2-amino-7-fluoro-4-(hydroxymethyl)-N-methyl-N-(7-(trifluoromethyl)-3,4-dihydro-1H-2-benzopyran-4-yl)quinoline-6-carboxamide NC1=NC2=CC(=C(C=C2C(=C1)CO)C(=O)N(C1COCC2=C1C=CC(=C2)C(F)(F)F)C)F